tert-butyl-[6-(1-methyl-1H-pyrazol-4-yl) pyrazolo[1,5-a]pyridin-3-yl]-2,5-dihydro-1H-pyrrole-1-carboxylate C(C)(C)(C)C1(N(CC=C1)C(=O)[O-])C=1C=NN2C1C=CC(=C2)C=2C=NN(C2)C